(E)-2-(2,4,5-trichlorobenzylidene)hydrazine-1-carboxamidine ClC1=C(C=NN/C(=N/[H])/N)C=C(C(=C1)Cl)Cl